(1-(5-((3-acryloyl-2-chlorophenyl)thio)-6-aminopyrazin-2-yl)-4-methylpiperidin-4-yl)carbamic acid tert-butyl ester C(C)(C)(C)OC(NC1(CCN(CC1)C1=NC(=C(N=C1)SC1=C(C(=CC=C1)C(C=C)=O)Cl)N)C)=O